[I-].ICC=1C=C(CC2=C(C=CC=C2)P(C2=CC=CC=C2)C2=CC=CC=C2)C=CC1 3-iodomethyl-benzyl-triphenylphosphine iodide